OC=1C=CC(=C(C(=O)N[C@H](C)C2=CC=CC3=CC=CC=C23)C1)C (R)-5-hydroxy-2-methyl-N-(1-(naphthalen-1-yl)ethyl)benzamide